O1C=CC2=C1C=CC(=C2)CC(C)NC (benzofuran-5-yl)-N-methylpropan-2-amine